1-Hexyl-4-ethylpyridinium acetat C(C)(=O)[O-].C(CCCCC)[N+]1=CC=C(C=C1)CC